N1(CCCCC1)C(=O)O (S)-piperidinecarboxylic acid